CN1C(=NC2=C(C1=O)C=NN2)N2CCC1(CCN(C1)C1=NC(=NC(=C1)C)C(F)(F)F)CC2 5-methyl-6-(2-(6-methyl-2-(trifluoromethyl)pyrimidin-4-yl)-2,8-diazaspiro[4.5]decan-8-yl)-1,5-dihydro-4H-pyrazolo[3,4-d]pyrimidin-4-one